CN(CCOC1=C2C(=NC=NC2=CC(=C1)C=1C=NN(C1)C)NC1=CC2=C(N=CS2)C=C1)C N-(5-(2-(dimethylamino)ethoxy)-7-(1-methyl-1H-pyrazol-4-yl)quinazolin-4-yl)benzo[d]thiazol-6-amine